C(C1=CC=CC=C1)OC1=CC=C(C=C1)C[C@@H](C(=O)OC)NC(CC1CCN(CC1)C(CCC1=CC(=CC=C1)C=1C=NC=NC1)=O)=O Methyl (S)-3-(4-(benzyloxy)phenyl)-2-(2-(1-(3-(3-(pyrimidin-5-yl)phenyl)propanoyl)piperidin-4-yl)acetamido)propanoate